azulen-1(2H)-one C1(CC=C2C=CC=CC=C12)=O